C[C@H]1N([C@@H](CN(C1)C=1C=NC(=CC1)C(F)(F)F)C)C(=O)OC1CC2(CN(C2)CC2=CC=CC=C2)C1 2-benzyl-2-azaspiro[3.3]heptan-6-yl (2R,6R)-2,6-dimethyl-4-[6-(trifluoromethyl)pyridin-3-yl]piperazine-1-carboxylate